FC(C1(CC1)CCNC(=O)NCC1=CC(=NC=C1)OCCC(F)(F)F)(F)F 1-(2-(1-(Trifluoromethyl)cyclopropyl)ethyl)-3-((2-(3,3,3-trifluoropropoxy)pyridin-4-yl)methyl)urea